ClC1=NOC2=C1C(=C(C=C2)Cl)CC(=O)O (3,5-dichloro-1,2-benzoOxazol-4-yl)acetic acid